2-(4-((5-(benzyloxy)-3-fluoro-2-(o-tolyl)-1H-indol-1-yl)methyl)phenyl)ethan-1-amine C(C1=CC=CC=C1)OC=1C=C2C(=C(N(C2=CC1)CC1=CC=C(C=C1)CCN)C1=C(C=CC=C1)C)F